4,4'-diamino-2,2'-ditrifluoromethylbiphenyl NC1=CC(=C(C=C1)C1=C(C=C(C=C1)N)C(F)(F)F)C(F)(F)F